C1(CC1)C=1C=C2C(=NC1OC)CC(OC2)CI 3-cyclopropyl-7-(iodomethyl)-2-methoxy-7,8-dihydro-5H-pyrano[4,3-b]pyridine